COC=1C=C(C=CC1OC)C1=CC=NC=2N1N=C(C2)C(=O)NC21CCC(CC2)(CC1)N1CCOCC1 7-(3,4-dimethoxyphenyl)-N-(4-morpholinobicyclo[2.2.2]octan-1-yl)pyrazolo[1,5-a]pyrimidine-2-carboxamide